NC1=NC(=C(C2=C1N=C(N2CC(CO)(CO)C)CCCC)C)C 2-((4-amino-2-butyl-6,7-dimethyl-1H-imidazo[4,5-c]pyridin-1-yl)methyl)-2-methylpropane-1,3-diol